1,1'-(chloromethoxymethylene)bis[benzene] ClCOC(C1=CC=CC=C1)C1=CC=CC=C1